C(CCC(=O)OCCOOC(C1=CC(=C(C(=C1)OCCCCCCCCCCCCCCCCCC)OCCCCCCCCCCCCCCCCCC)OCCCCCCCCCCCCCCCCCC)=O)(=O)OC[C@@H]1CNC[C@@H](O1)N1C(NC(C(=C1)C)=O)=O {(2S,6R)-6-(5-methyl-2,4-dioxo-3,4-dihydropyrimidin-1(2H)-yl)morpholin-2-yl}methyl (2-[{3,4,5-tris(octadecyloxy)benzoyloxy}oxy]ethyl) succinate